3-ETHYL-8'-METHYL-1',5'-DIOXO-1',5'-DIHYDRO-2'H-SPIRO[CYCLOHEXANE-1,3'-IMIDAZO[1,5-A]PYRIDIN] C(C)C1CC2(NC(C=3N2C(C=CC3C)=O)=O)CCC1